6-[(3-bromo-4-fluoro-phenoxy)methyl]pyridine-2-carbonitrile BrC=1C=C(OCC2=CC=CC(=N2)C#N)C=CC1F